2-cyclododecyl acetate ethyl-2-cyclododecylideneacetate C(C)OC(C=C1CCCCCCCCCCC1)=O.C(C)(=O)OC1CCCCCCCCCCC1